FC1([C@@H](CC1)NC1CCC(CC1)NC(=O)C=1C=CC2=C(C=3N(CCO2)C=NC3)C1)F N-((1r,4r)-4-((2,2-Difluorocyclobutyl)amino)cyclohexyl)-5,6-dihydrobenzo[f]imidazo[1,5-d][1,4]oxazepine-10-carboxamide